2-Bromo-5-(trifluoromethyl)benzoic acid BrC1=C(C(=O)O)C=C(C=C1)C(F)(F)F